FC1=CC=2C3=C(C=NC2C=C1)N=C(N3[C@H]3C[C@H](OCC3)C)[C@@H]3C[C@H](CC3)F 8-fluoro-2-[trans-3-fluorocyclopentyl]-1-[(2R,4R)-2-methyltetrahydro-2H-pyran-4-yl]-1H-imidazo[4,5-c]quinoline